5-amino-1-methyl-5,6,7,8-tetrahydroquinolin NC1C=2C=CCN(C2CCC1)C